4,4'-dihydroxy-3-acetoxy-trans-stilbene OC1=C(C=C(C=C1)\C=C\C1=CC=C(C=C1)O)OC(C)=O